(isoquinolin-4-yl)-1-(2-morpholinoethyl)-6-(trifluoromethyl)quinazoline-2,4(1H,3H)-dione C1=NC=C(C2=CC=CC=C12)N1C(N(C2=CC=C(C=C2C1=O)C(F)(F)F)CCN1CCOCC1)=O